OC(CNC1=NN=C(N1)SCCCN)CC(CCC[Si](OC)(OC)OC)=O 3-[2-hydroxy-4-oxo-7-(trimethoxysilyl)heptylamino]-5-(3-aminopropylthio)-4H-1,2,4-triazole